ClC1=NNN=C1 4-chloro-2H-triazole